1,2-bis(2-methoxyphenoxy)-ethane COC1=C(OCCOC2=C(C=CC=C2)OC)C=CC=C1